N1C=CC2=CC(=CC=C12)C=1C=C(C(=CC1)N)N 4-(1H-indol-5-yl)benzene-1,2-diamine